O-methylinosine-3'-phosphate P(=O)(O)(O)O[C@H]1[C@H]([C@@H](O[C@@H]1CO)N1C=NC=2C(O)=NC=NC12)OC